ClC=1C=CC=2N(C1)N=CC2S(=O)(=O)NC2=C(C=C(C(=C2)F)OC(F)F)OC 6-chloro-N-(4-(difluoromethoxy)-5-fluoro-2-methoxyphenyl)pyrazolo[1,5-a]pyridine-3-sulfonamide